ethyl 2-(2-(((S)-1-((2S,4R)-4-hydroxy-2-((4-(4-methylthiazol-5-yl) benzyl)carbamoyl)pyrrolidin-1-yl)-3,3-dimethyl-1-oxobutan-2-yl)amino)-2-oxoethoxy)acetate O[C@@H]1C[C@H](N(C1)C([C@H](C(C)(C)C)NC(COCC(=O)OCC)=O)=O)C(NCC1=CC=C(C=C1)C1=C(N=CS1)C)=O